N[C@@H](C(=O)N(CC1=CC=CC=C1)[C@H](C(=O)OC)CC)C methyl (S)-2-((R)-2-amino-N-benzylpropanamido)butanoate